O=C1CC(C1)OC1CCN(CC1)C(=O)OC(C)(C)C tert-butyl 4-(3-oxocyclobutoxy)piperidine-1-carboxylate